C(C)(C)(C)OC(=O)NCCCN(CC(=O)OCC)CCC#N ethyl 2-[3-(tert-butoxycarbonylamino)propyl-(2-cyanoethyl)amino]acetate